bis(4-t-butylphenyl)iodonium tris(trifluoromethanesulfonyl)methide [C-](S(=O)(=O)C(F)(F)F)(S(=O)(=O)C(F)(F)F)S(=O)(=O)C(F)(F)F.C(C)(C)(C)C1=CC=C(C=C1)[I+]C1=CC=C(C=C1)C(C)(C)C